C(C)C=1N=C(C2=C(N1)SC(=C2)C)NC(C)CCC2=CC=CC=C2 2-ethyl-6-methyl-N-(4-phenylbutan-2-yl)thieno[2,3-d]pyrimidin-4-amine